ClC1=CC=C(C=C1)C1=NC(=NC(=N1)C1=CC=CC2=C1SC1=C2C=CC=C1)C1=CC=CC=C1 2-(4-chlorophenyl)-4-(dibenzo[b,d]thiophen-4-yl)-6-phenyl-1,3,5-triazine